2-(4-((7-methoxyquinolin-4-yl)amino)phenyl)-N-((tetrahydro-2H-pyran-2-yl)oxy)acetamide COC1=CC=C2C(=CC=NC2=C1)NC1=CC=C(C=C1)CC(=O)NOC1OCCCC1